ClC=1C=C(C(=C(C(=O)NC(=N)SCC)C1COC)F)F 5-chloro-N-(ethylsulfanyl-carboimidoyl)-2,3-difluoro-6-(methoxymethyl)benzamide